4-(furan-3-yl)pyridine-3-carbaldehyde O1C=C(C=C1)C1=C(C=NC=C1)C=O